IC1=C(NC2=C1C(NCC2)=O)C2=C(C=NC=C2)O[C@@H](C)[C@@H]2N(CC2)C(=O)OC(C)(C)C tert-butyl (2R)-2-[(1S)-1-[(4-{3-iodo-4-oxo-1H,5H,6H,7H-pyrrolo[3,2-c]pyridin-2-yl}pyridin-3-yl)oxy]ethyl]azetidine-1-carboxylate